OS(=O)(=O)C(F)(F)F.COC1=CC=C(C=N1)C1=CC=2C3=C(C=NC2C=C1)N(C(N3)=O)C 8-(6-methoxy-3-pyridinyl)-3-methyl-imidazo[4,5-c]quinolin-2-one triflate